(2,4-dimethoxyphenyl)(methyl)((4-(5-(trifluoromethyl)-1,2,4-oxadiazol-3-yl)phenyl)imino)-λ6-sulfanone COC1=C(C=CC(=C1)OC)S(=O)(=NC1=CC=C(C=C1)C1=NOC(=N1)C(F)(F)F)C